6-(4-(5-((7-(cyclobutylthio)-4-oxo-3,4-dihydrophthalazin-1-yl)methyl)-2-fluorobenzoyl)piperazin-1-yl)nicotinonitrile C1(CCC1)SC1=CC=C2C(NN=C(C2=C1)CC=1C=CC(=C(C(=O)N2CCN(CC2)C2=NC=C(C#N)C=C2)C1)F)=O